ClC=1C=NC=C(C1[C@@H](C)OC=1C=C2C(=NN(C2=CC1F)C1OCCCC1)C=1C=NC(=C(C1)F)F)Cl 5-((R)-1-(3,5-dichloropyridin-4-yl)ethoxy)-3-(5,6-difluoropyridin-3-yl)-6-fluoro-1-(tetrahydro-2H-pyran-2-yl)-1H-indazole